CN(C)CC1=C(C=CC(=N1)NC=1C=CC(=C2CNC(C12)=O)C1=CN=C2N1C=CC(=C2)F)N2C[C@H](OCC2)COC (S)-7-((6-((dimethyl-amino)methyl)-5-(2-(methoxymeth-yl)morpholino)pyridin-2-yl)amino)-4-(7-fluoro-imidazo[1,2-a]pyridin-3-yl)isoindolin-1-one